Iodotyrosin IN[C@@H](CC1=CC=C(C=C1)O)C(=O)O